(7R)-3-[(3-chloro-2-methoxyphenyl)amino]-2-(3-fluoropyridin-4-yl)-7-[2-(morpholin-4-yl)ethyl]-1H,5H,6H,7H-pyrrolo[3,2-c]pyridin-4-one ClC=1C(=C(C=CC1)NC1=C(NC2=C1C(NC[C@H]2CCN2CCOCC2)=O)C2=C(C=NC=C2)F)OC